CC(=O)CC[C@H](CO)C1=C(C=C2C(=C1[O-])C(=O)C3=C(C2=O)C=C(C=C3O)O)[O-] The molecule is an organic anion obtained by selective deprotonation of the 2- and 7-hydroxy groups of (2S)-versicolorone. It is a conjugate base of a (2S)-versicolorone(1-).